methyl 6-chloro-3-{[(1R)-1-{5-ethyl-9-methyl-[1,2,4]triazolo[4,3-c]quinazolin-7-yl}ethyl]amino}pyridine-2-carboxylate ClC1=CC=C(C(=N1)C(=O)OC)N[C@H](C)C1=CC(=CC=2C=3N(C(=NC12)CC)C=NN3)C